2-((1r,4r)-4-((5-(4'-(1-(2-(azetidin-1-yl)ethyl)-1H-1,2,4-triazol-3-yl)-[1,1'-biphenyl]-4-yl)-4,6-difluoro-1H-benzo[d]imidazol-2-yl)oxy)cyclohexyl)acetic acid N1(CCC1)CCN1N=C(N=C1)C1=CC=C(C=C1)C1=CC=C(C=C1)C1=C(C2=C(NC(=N2)OC2CCC(CC2)CC(=O)O)C=C1F)F